C(#N)CC1=CC(=C(C=C1F)NS(=O)(=O)C1=CN=C2N1C=CC(=N2)C2CC2)OC N-[4-(cyanomethyl)-5-fluoro-2-methoxy-phenyl]-7-cyclopropyl-imidazo[1,2-a]pyrimidine-3-sulfonamide